(1'r,2'r)-3,5-dibromo-5'-methyl-4-pentyl-2'-(prop-1-en-2-yl)-1',2',3',4'-tetrahydro-[1,1'-biphenyl]-2,6-diol BrC1=C(C(=C(C(=C1CCCCC)Br)O)[C@H]1[C@@H](CCC(=C1)C)C(=C)C)O